C(C1=CC=CC=C1)C1(NC(=NC(=N1)NCCN1CCCC1)N1CC2=C(CC1)N=CN2)N 2-benzyl-N4-(2-(pyrrolidin-1-yl)ethyl)-6-(3,4,6,7-tetrahydroimidazo[4,5-c]pyridin-5-yl)-1,3,5-triazine-2,4-diamine